C(CC(O)(C(=O)OCCCCCCC(C)C)CC(=O)OCCCCC)(=O)OCCCCC dipentyl (isononyl) citrate